N-(4-Methoxy-2-(methyl((1-methylpyrrolidin-2-yl)methyl)amino)-5-((4-(1-methyl-1H-indol-3-yl)-5-(pyridin-3-yl)pyrimidin-2-yl)amino)phenyl)acrylamide COC1=CC(=C(C=C1NC1=NC=C(C(=N1)C1=CN(C2=CC=CC=C12)C)C=1C=NC=CC1)NC(C=C)=O)N(CC1N(CCC1)C)C